COCCN(CCC(C(=O)O)NC(=O)OCC1=CC(=CC=C1)OC(F)(F)F)CCCCC1=NC=2NCCCC2C=C1 4-[2-methoxyethyl-[4-(5,6,7,8-tetrahydro-1,8-naphthyridin-2-yl)butyl]amino]-2-[[3-(trifluoromethoxy)phenyl]methoxycarbonylamino]butanoic acid